N-(2-chloropyrimidin-4-yl)-N-methyl-2,3-dimethyl-2H-indazol-6-amine ClC1=NC=CC(=N1)N(C=1C=CC2=C(N(N=C2C1)C)C)C